C1(CCCCC1)[C@@H](C(=O)NC1=CC=C(C=C1)C=1C(=NNC1C)C)NC(CN1C(=NC=C1)C)=O (2S)-2-cyclohexyl-N-[4-(3,5-dimethyl-1H-pyrazol-4-yl)phenyl]-2-[[2-(2-methylimidazol-1-yl)acetyl]amino]acetamide